ethyl-5-(1'-methyl-3'-carboxypropyl)-2-thiobarbituric acid C(C)C1(C(NC(NC1=O)=S)=O)C(CCC(=O)O)C